N-(2-dimethylamino-ethyl)-4-[3-(4-hydroxy-3-methoxy-phenyl)imidazo[1,2-a]pyrazin-6-yl]benzamide CN(CCNC(C1=CC=C(C=C1)C=1N=CC=2N(C1)C(=CN2)C2=CC(=C(C=C2)O)OC)=O)C